COC(C(C)(C)OC1=CC=C(C=C1)C(N)=O)=O 2-(4-carbamoylphenoxy)-2-methylpropanoic acid methyl ester